ClC1=C(C=C(C#N)C=C1)C=1NC2=CC(=C(C(=C2C(C1)=O)F)N1CC2(COC2)C1)F 4-chloro-3-(5,7-difluoro-4-oxo-6-(2-oxa-6-azaspiro[3.3]heptan-6-yl)-1,4-dihydroquinolin-2-yl)benzonitrile